[C@@H]1(C[C@H](O)[C@@H](CO)O1)N1N=CC=2C(=O)NC(N)=NC12 7-Deaza-8-aza-deoxyguanosine